N-(3-chloro-2-methyl-2H-indazol-7-yl)-1-(4-(trifluoromethyl)pyridin-2-yl)-1H-pyrazole-4-sulfonamide ClC=1N(N=C2C(=CC=CC12)NS(=O)(=O)C=1C=NN(C1)C1=NC=CC(=C1)C(F)(F)F)C